chloro-N-(1-cyanopyrrolidin-3-yl)-[1,1'-biphenyl]-4-carboxamide ClC1=C(C=CC(=C1)C(=O)NC1CN(CC1)C#N)C1=CC=CC=C1